4,4,5,5-tetramethyl-2-(4-(((tetrahydro-2H-pyran-4-yl)oxy)methyl)phenyl)-1,3,2-dioxaborolane CC1(OB(OC1(C)C)C1=CC=C(C=C1)COC1CCOCC1)C